O(C1=CC=CC=C1)CCN(CC[C@@H](C(=O)O)NC(CC1=CC=NC=C1)=O)CCCCC1=NC=2NCCCC2C=C1 (S)-4-((2-phenoxyethyl)(4-(5,6,7,8-tetrahydro-1,8-naphthyridin-2-yl)butyl)amino)-2-(2-(pyridin-4-yl)acetamido)butanoic acid